6-(5-iodo-2-isopropyl-pyrazol-3-yl)bicyclo[3.1.0]hexan-3-one IC=1C=C(N(N1)C(C)C)C1C2CC(CC12)=O